ClC1=CC2=C(N=C(S2)NC(CCl)=O)C=C1 N-(6-chlorobenzothiazol-2-yl)-2-chloroacetamide